C(C)(C)(C)OC(=O)N(CC(C(=O)O)C1=CC=C(C=C1)Cl)C(C)C 3-((tert-butoxycarbonyl)(isopropyl)amino)-2-(4-chlorophenyl)-propionic acid